FC1CNCCC1C1=CC=CC=2N(C(N(C21)C)=O)C2C(NC(CC2)=O)=O 3-[4-(3-fluoro-4-piperidyl)-3-methyl-2-oxo-benzimidazol-1-yl]piperidine-2,6-dione